anti-3-[3-[(dimethylamino)methyl]-4-hydroxy-1-[2-(4-hydroxyphenyl)ethyl]piperidin-4-yl]benzamide CN(C)CC1CN(CCC1(O)C=1C=C(C(=O)N)C=CC1)CCC1=CC=C(C=C1)O